1,1-bis(3-chloro-4-hydroxyphenyl)-1-phenylethane ClC=1C=C(C=CC1O)C(C)(C1=CC=CC=C1)C1=CC(=C(C=C1)O)Cl